diethyl 2-(2-((1-(tert-butoxy-carbonyl)-5-methoxy-7-methyl-1H-indol-4-yl)methyl)-6-cyano-2H-indazol-7-yl)-malonate C(C)(C)(C)OC(=O)N1C=CC2=C(C(=CC(=C12)C)OC)CN1N=C2C(=C(C=CC2=C1)C#N)C(C(=O)OCC)C(=O)OCC